[Ni].[Ni].[Mg] magnesium di-nickel